(S)-4-((benzyloxy)amino)-2-((tert-butoxycarbonyl)amino)butyric acid tert-butyl ester C(C)(C)(C)OC([C@H](CCNOCC1=CC=CC=C1)NC(=O)OC(C)(C)C)=O